NC1=CN=CN(N1)C1=CC(=C(C(=C1)Cl)OC=1C=C2C(=CC(=NC2=CC1)C1=CC=C(C=C1)F)C)Cl 6-amino-2-(3,5-dichloro-4-((2-(4-fluorophenyl)-4-methylquinolin-6-yl)oxy)phenyl)-1,2,4-triazine